4,6-dimethyl-2-aminopyridine CC1=CC(=NC(=C1)C)N